BrC1=C(C=C(C=C1)CC(=O)NC(C)C)S(NCC)(=O)=O 2-[4-bromo-3-(ethylsulfamoyl)phenyl]-N-isopropyl-acetamide